C(C)(=O)N1C(CN(CC1)C1=CC(=C(C=C1)OC(F)F)OCC1CC1)C(=O)NCC1=CC(=CC=C1)C(N)=O 1-acetyl-N-(3-carbamoylbenzyl)-4-(3-(cyclopropylmethoxy)-4-(difluoromethoxy)phenyl)piperazine-2-carboxamide